COC(C(N(C(C1=CC(=CC=C1)F)=O)CC=1C=NC=CC1)C1=C(C=C(C=C1)Cl)Cl)=O (2,4-dichlorophenyl)-2-(3-fluoro-N-(pyridin-3-ylmethyl)benzamido)acetic acid methyl ester